(1R,3aR,6aS)-2-(3-chloro-4H-thieno[3,2-b]pyrrole-5-carbonyl)-N-((S)-1-cyano-2-((S)-2-oxopiperidin-3-yl)ethyl)-5,5-difluorooctahydrocyclopenta[c]pyrrole-1-carboxamide ClC1=CSC2=C1NC(=C2)C(=O)N2[C@H]([C@@H]1[C@H](C2)CC(C1)(F)F)C(=O)N[C@@H](C[C@H]1C(NCCC1)=O)C#N